tert-Butyl allyl{2-[4-(5-chloro-2-cyanophenyl)-5-methoxy-2-oxopyridin-1(2H)-yl]-3-methylpent-4-enoyl}carbamate C(C=C)N(C(OC(C)(C)C)=O)C(C(C(C=C)C)N1C(C=C(C(=C1)OC)C1=C(C=CC(=C1)Cl)C#N)=O)=O